C1(CCCCC1)OC1=C2C=CC(=NC2=C(C=C1)CC)C1=C(OC2=C1C=CC=C2)C 5-(Cyclohexyloxy)-8-ethyl-2-(2-methyl-1-benzofuran-3-yl)quinoline